N1=CC=C(C2=CC=CC=C12)CC(=O)[O-] 4-quinolinyl-acetate